5-(4-chlorophenyl)-3-methyl-1,4-diphenyl-1H-pyrazole ClC1=CC=C(C=C1)C1=C(C(=NN1C1=CC=CC=C1)C)C1=CC=CC=C1